N-{(2S)-1-[3-(3-chloro-4-cyanophenyl)-1H-pyrazol-1-yl]propan-2-yl}-5-(1-hydroxyethyl)-1H-pyrazol-3-carboxamide ClC=1C=C(C=CC1C#N)C1=NN(C=C1)C[C@H](C)NC(=O)C1=NNC(=C1)C(C)O